C(C)(=O)O[C@@H]1[C@@H]([C@H]2N=C(OC2O[C@@H]1COC(C)=O)C)OC(C)=O (5R,6R,7R,7aR)-5-(acetoxymethyl)-2-methyl-3a,6,7,7a-tetrahydro-5H-pyrano[3,2-d]oxazole-6,7-diyl diacetate